ClC1=CC=C(C=C1)C1=C2C(=NN1C1=CC=CC=C1)CCC2 3-(4-chlorophenyl)-2-phenyl-2,4,5,6-tetrahydrocyclopenta[c]pyrazole